NC1=CC=C(C=C1)S(=O)(=O)O.C(=O)(OC(C)(C)C)N[C@H]1CNCCC1 R-3-(Boc-amino)piperidine p-aminobenzenesulfonate